CC1=C(C(=CC(=C1)C)C)N1C(N(CC1)C1=C(C=C(C=C1C)C)C)=[Ru-2](Cl)Cl [1,3-bis(2,4,6-trimethylphenyl)-4,5-dihydro-imidazol-2-ylidene]ruthenium(II) dichloride